3-(3-((6-(cyclopropylmethoxy)pyridin-3-yl)methyl)isoxazol-5-yl)pyridin-2-amine C1(CC1)COC1=CC=C(C=N1)CC1=NOC(=C1)C=1C(=NC=CC1)N